FC=1C=2C3CCC(OCC4C(CCN4C(CCOC2C=CC1)=O)O)CC3 (1s,19s)-3-fluoro-15-hydroxy-8,18-dioxa-12-azatetracyclo[17.2.2.02,7.012,16]tricosa-2(7),3,5-trien-11-one